[N+](=O)([O-])C=1C=CC(=NC1NC1=CC(=NC=C1)NC(=O)C1COCCC1)N1CCN(CC1)C(=O)OC(C)(C)C tert-butyl 4-(5-nitro-6-{[2-(oxane-3-amido)pyridin-4-yl]amino}pyridin-2-yl)piperazine-1-carboxylate